6-bromo-2-(((tert-butyldimethylsilyl)oxy)methyl)-3-fluoropyridine BrC1=CC=C(C(=N1)CO[Si](C)(C)C(C)(C)C)F